C/C(=C\\C=C\\C=C(\\C=C\\C=C(\\C=C\\C=C(\\C=C\\[C@@H](C(O)(C)C)CCC(O)(C)C)/C)/C)/C)/C=C/C=C(/C=C/C=C(/C=C/[C@@H](C(O)(C)C)CCC(O)(C)C)\\C)\\C The molecule is a C50 carotenoid that is a red-coloured pigment found in several Halobacterium and Haloarcula species. It has a role as a biological pigment and a bacterial metabolite. It is a C50 carotenoid, a tertiary alcohol and a tetrol.